C12CCC(CC1)N2C=2SC=C(C2C#N)C2=C(C(=CC=C2)[N+](=O)[O-])F 2-(7-aza-bicyclo[2.2.1]hept-7-yl)-4-(2-fluoro-3-nitro-phenyl)-thiophene-3-carbonitrile